C1(=CC=CC=C1)C1=CC=NC=N1 6-phenylpyrimidin